FC1(CCC(CC1)NC1=NC(=NC(=N1)NC1CC2(C1)CC(C2)(F)F)C2=NC(=CC=C2)C(F)(F)F)F N2-(4,4-difluorocyclohexyl)-N4-(6,6-difluorospiro[3.3]heptan-2-yl)-6-(6-(trifluoromethyl)pyridin-2-yl)-1,3,5-triazine-2,4-diamine